1-((1r,3r)-3-((5-(1-(2,2-difluoroethyl)-4-fluoro-2-methyl-1H-benzo[d]imidazol-6-yl)-4-methoxy-7H-pyrrolo[2,3-d]pyrimidin-2-yl)amino)-1-methylcyclobutyl)pyrrolidin-2-one FC(CN1C(=NC2=C1C=C(C=C2F)C2=CNC=1N=C(N=C(C12)OC)NC1CC(C1)(C)N1C(CCC1)=O)C)F